C(#N)C=1C=C(C=CC1)NC(C1=CC(=CC=C1)NC1=NC=C(C=N1)C1=CC(=CC=C1)F)=O N-(3-cyanophenyl)-3-((5-(3-fluorophenyl)pyrimidin-2-yl)amino)benzamide